FC1=CC(=C(C=C1)C(C)=O)C1(CC1)OC 1-(4-fluoro-2-(1-methoxycyclopropyl)phenyl)ethan-1-one